N-(1'-(3-(cyclopentanecarbonyl)benzoyl)spiro[cyclohexane-1,3'-indolin]-5'-yl)methanesulfonamide C1(CCCC1)C(=O)C=1C=C(C(=O)N2CC3(C4=CC(=CC=C24)NS(=O)(=O)C)CCCCC3)C=CC1